(±)-3-((3-Fluoro-4-(1-(piperidin-4-ylmethyl)piperidin-4-yl)phenyl)amino)piperidine-2,6-dione dihydrochloride Cl.Cl.FC=1C=C(C=CC1C1CCN(CC1)CC1CCNCC1)N[C@H]1C(NC(CC1)=O)=O |r|